ClC1=C(NC2=C(C=C(C#N)C=C2)OC)C=CC=C1[C@]1(NC(N(C(C1)=O)C1CCOCC1)=N)C 4-{2-Chloro-3-[(4S)-2-imino-4-methyl-6-oxo-1-(tetrahydropyran-4-yl)hexahydropyrimidin-4-yl]anilino}-3-methoxybenzonitrile